ClC=1C=CC2=C(C(=NO2)C(C)S(=O)(=O)N)C1 1-(5-chlorobenzo[d]isoxazol-3-yl)ethane-1-sulphonamide